C(C)(=O)O[C@H]1CC[C@@]2([C@H]3CC[C@]4([C@H]([C@@H]3CC[C@H]2[C@H]1O)CC[C@@H]4[C@@H](CCCC(C4=C(C=CC=C4F)F)OC(C)=O)C)C)C acetic acid-(5R)-5-[(1R,3aS,3bS,5aR,6R,7S,9aR,9bS,11aR)-7-Acetoxy-6-hydroxy-9a,11a-dimethylhexadecahydro-1H-cyclopenta[1,2-a]phenanthrene-1-yl]-1-(2,6-difluorophenyl)hexyl ester